C(CCCCCCCCCCCCCCCCC)OCCOS(=O)(=O)[O-] n-octadecyloxyethylsulfat